BrC=1C=CC(=C(C1)S(=O)(=O)NC1=C(C(=CC(=C1)Cl)C(=O)N1[C@@H](CCC1)COC)O)O (S)-5-Bromo-N-(5-chloro-2-hydroxy-3-(2-(methoxymethyl)pyrrolidine-1-carbonyl)phenyl)-2-hydroxybenzenesulfonamide